C(C=C)(=O)N1C(CN(CC1)C1=NC(=NC=2CC(CCC12)N1CCCC2=CC=CC=C12)N1CC(CC1)N(C)C)CC#N 2-(1-acryloyl-4-(7-(3,4-dihydroquinolin-1(2H)-yl)-2-(3-(dimethylamino)pyrrolidin-1-yl)-5,6,7,8-tetrahydroquinazolin-4-yl)piperazin-2-yl)acetonitrile